COCCCCCCCCCCCCCC n-Tetradecyl methyl ether